3-(3-((tert-butyldimethylsilyl)oxy)azetidin-1-yl)-4-chloro-N-(diphenylmethylene)aniline [Si](C)(C)(C(C)(C)C)OC1CN(C1)C=1C=C(N=C(C2=CC=CC=C2)C2=CC=CC=C2)C=CC1Cl